NC[C@H]1C[C@H]([C@]2([C@@]1(C1=C(C=NC=C1OC)O2)O)C2=CC=C(C=C2)Br)C2=CC=CC=C2 |r| Rac-(4bR,5R,7S,7aR)-5-(aminomethyl)-7a-(4-bromophenyl)-4-methoxy-7-phenyl-5,6,7,7a-tetrahydro-4bH-cyclopenta[4,5]furo[2,3-c]pyridin-4b-ol